FC1=C(C(=CC=C1)F)NC(=O)[C@H]1NCC2=CC=C(C=C12)[N+](=O)[O-] (S)-N-(2,6-difluorophenyl)-6-nitroisoindoline-1-carboxamide